4-[N-(2,2-difluoroethyl)-3-fluoro-5-[2-(2-methyltetrahydrofuran-2-yl)ethynyl]anilino]-5,6-difluoro-1-(trideuteriomethyl)quinazolin-2-one FC(CN(C1=CC(=CC(=C1)C#CC1(OCCC1)C)F)C1=NC(N(C2=CC=C(C(=C12)F)F)C([2H])([2H])[2H])=O)F